C1(CCC1)OC1=CC=CC(=N1)C1=CC(=C(OCC2C(C2)C(=O)O)C(=C1)F)F 2-[4-(6-Cyclobutoxy-pyridin-2-yl)-2,6-difluoro-phenoxymethyl]-cyclopropanecarboxylic acid